Pentamethylcyclopenta-dienylgermanium chlorid CC1(C(=C(C(=C1[Ge]Cl)C)C)C)C